COC=1C=C(C=C(C1)OC)C1=CC=CC=C1 3,5-dimethoxy-1,1-biphenyl